O=C1NC(CCC1N1C(C2=CC=C(C=C2C1=O)OC1=CC=C(C=C1)N1CCC(CC1)N1C[C@H]2N(C=3C(=NN=C(C3)C3=C(C=CC=C3)O)NC2)CC1)=O)=O 2-(2,6-dioxopiperidin-3-yl)-5-(4-(4-((S)-2-(2-hydroxyphenyl)-5,6,6a,7,9,10-hexahydro-8H-pyrazino[1',2':4,5]pyrazino[2,3-c]pyridazin-8-yl)piperidin-1-yl)phenoxy)isoindoline-1,3-dione